(Z)-2-(1-(4-(benzyloxy)benzylidene)-5-methoxy-2-methyl-1H-inden-3-yl)acetic acid C(C1=CC=CC=C1)OC1=CC=C(\C=C/2\C(=C(C3=CC(=CC=C23)OC)CC(=O)O)C)C=C1